tert-butyl 11,11-difluoro-8-methylene-3,4,8,9,10,11-hexahydro-1H-pyrido[4',3':3,4]pyrazolo-[1,5-a]azepine-2(7H)-carboxylate FC1(C=2N(CC(CC1)=C)N=C1C2CN(CC1)C(=O)OC(C)(C)C)F